4-(((Cyclopropylmethyl)(methyl)amino)methyl)-N'-(1,2,3,5,6,7-hexahydro-s-indacen-4-ylcarbamoyl)benzene-sulfonimidamide C1(CC1)CN(C)CC1=CC=C(C=C1)S(=O)(N)=NC(NC1=C2CCCC2=CC=2CCCC12)=O